N-((2S,3S)-1-(tert-butoxycarbonyl)-2-ethynylpyrrolidine-3-carbonyl)-N-methyl-L-valine C(C)(C)(C)OC(=O)N1[C@@H]([C@H](CC1)C(=O)N([C@@H](C(C)C)C(=O)O)C)C#C